5-((E)-2-(2-(((1r,4r)-4-aminocyclohexyl)amino)pyrimidin-5-yl)vinyl-6-methoxypyridin-2-yl)-2-chlorobenzenesulfonamide NC1CCC(CC1)NC1=NC=C(C=N1)/C=C/C=1C(=NC(=CC1)OC)C=1C=CC(=C(C1)S(=O)(=O)N)Cl